C(=O)O.O1C(CNCNC(CCCCCCC1)=O)=O 1-oxa-4,6-diazacyclotetradecane-2,7-dione formate